N1(C=NC=C1)C=1C=C(C(=O)NC=2C=NC(=CC2)OC)C=CN1 2-(1H-imidazol-1-yl)-N-(6-methoxypyridin-3-yl)isonicotinamide